C(C=C)(=O)NC(CS(=O)(=O)O)(C)C 2-acrylamido-2-methyl-1-propane-sulphonic acid